C12(CC(C1)C2)COC2=C(C(=C(NC=1C3=C(N=CN1)C=CC(=N3)N3[C@@H]1CN([C@H](C3)C1)C(=O)OC(C)(C)C)C=C2)F)Cl tert-butyl (1S,4S)-5-[4-[4-(1-bicyclo[1.1.1]pentanylmethoxy)-3-chloro-2-fluoro-anilino]pyrido[3,2-d]pyrimidin-6-yl]-2,5-diazabicyclo[2.2.1]heptane-2-carboxylate